tert-butyl O7-methyl 8-oxo-5-thia-2-azaspiro[3.4]octane-2,7-dicarboxylate O=C1C(CSC12CN(C2)C(=O)OC(C)(C)C)C(=O)OC